ClC=1C=C(C=CC1F)NC1=NC=NC2=CC(=C(C=C12)OCCCN1CCOCC1)O 4-[(3-chloro-4-fluorophenyl)amino]-6-{[3-(1,4-oxazinan-4-yl)propyl]oxy}quinazolin-7-ol